OC1CCC(CC1)C1(C=C(NN1[C@H](C)C1=CC(=CC=C1)C(F)(F)F)C(=O)NC)C(=O)N 5-((1r,4R)-4-hydroxycyclohexyl)-N3-methyl-1-((R)-1-(3-(trifluoromethyl)phenyl)ethyl)-1H-pyrazole-3,5-dicarboxamide